7-oxo-1,4-dioxaspiro[4.5]decane-8-carboxylic acid methyl ester COC(=O)C1C(CC2(OCCO2)CC1)=O